1-(cyanomethyl)pyridinium methyl-5-(3-cyclopropylphenoxy)-3-methoxy-pyridazine-4-carboxylate COC(=O)C1=C(N=NC=C1OC1=CC(=CC=C1)C1CC1)OC.C(#N)C[N+]1=CC=CC=C1